[N+](=O)([O-])C=1C(=NC=CC1)F nitro-fluoropyridine